t-butyl (2R,5'S)-5'-carbamoyl-5,7-difluoro-4-methyl-3-oxo-3,4-dihydrospiro[benzo[b][1,4]oxazine-2,3'-pyrrolidine]-1'-carboxylate C(N)(=O)[C@@H]1C[C@@]2(CN1C(=O)OC(C)(C)C)C(N(C1=C(O2)C=C(C=C1F)F)C)=O